NC=1N=CC(=NC1C1=NC(=NC=C1)SC)C=1C=C(C=CC1C([2H])([2H])[2H])S(=O)(=O)NC12CC(C1)(C2)CO 3-(5-Amino-6-(2-(methylthio)pyrimidin-4-yl)pyrazin-2-yl)-N-(3-(hydroxymethyl)bicyclo[1.1.1]pentan-1-yl)-4-(methyl-d3)benzenesulfonamide